O1CCC2=C1C=C(C=C2)CC(C)NC 1-(2,3-dihydrobenzo-furan-6-yl)-N-methylpropan-2-amine